[Cl-].C(C(=C)C)(=O)OCCCCCC[N+](C)(C)C methacryloxyhexyltrimethylammonium chloride